CC1(C[C@H](C(O1)=O)C\C=C\B1OC(C(O1)(C)C)(C)C)C |r| (±)-(E)-5,5-dimethyl-3-(3-(4,4,5,5-tetramethyl-1,3,2-dioxaborolan-2-yl)allyl)dihydrofuran-2(3H)-one